Adamantylcarboxylat C12(CC3CC(CC(C1)C3)C2)C(=O)[O-]